propyl (allyl methacrylate) C(C=C)C=C(C(=O)OCCC)C